6-chloro-3-(cyclopentylmethyl)-5-nitropyrimidine-2,4(1H,3H)-dione ClC1=C(C(N(C(N1)=O)CC1CCCC1)=O)[N+](=O)[O-]